1-isopropyl-3-(4-methoxyphenyl)-5-methyl-pyrazol-4-ol C(C)(C)N1N=C(C(=C1C)O)C1=CC=C(C=C1)OC